BrCC(=O)OC1=CC=C2C=CC(OC2=C1)=O 2-oxo-2H-chromen-7-yl 2-bromoacetate